C1(CCCCC1)C1(C(NC2=C(C(=CC=C12)F)F)=O)C1=CC=C(C=C1)B(O)O (4-(3-cyclohexyl-6,7-difluoro-2-oxoindolin-3-yl)phenyl)boronic acid